O=C1N(CC2=CC(=CC=C12)O[C@@H]1[C@@H](CCCC1)N1C(CC1)C1=CC=CC=C1)C1C(NC(CC1)=O)=O 3-(1-oxo-5-(((1S,2R)-2-(2-phenylazetidin-1-yl)cyclohexyl)oxy)isoindolin-2-yl)piperidine-2,6-dione